C(C)(C)(C)OC(=O)N1CCC(CC1)CC1=NC2=CC(=CC=C2N=C1)Br.C(C)(C)(C)OC(=O)NC=1C=C2C(C3(OC(=CC=C3)[N+](=O)[O-])N(C2=CC1)C)(C)C 5-[N-(tert-butyloxycarbonyl)amino]-1,3,3-trimethyl-6'-nitroindolinespiropyran tert-butyl-4-[(7-bromoquinoxalin-2-yl)methyl]piperidine-1-carboxylate